C(#N)C1=C(C=C(C=C1)NC(=O)NC=1C=CC2=C(S(C=C2)(=O)=O)C1)CCN1CCOCC1 1-(4-cyano-3-(2-morpholinoethyl)phenyl)-3-(1,1-dioxidobenzo[b]thiophen-6-yl)urea